FC1=C(C=CC(=C1C=1N=CC=2N(C1)C=NC2C=2N(C(=CN2)C2=CC=CC=C2)COCC[Si](C)(C)C)F)NS(=O)(=O)C=2C(=NC=C(C2)F)OC N-[2,4-difluoro-3-[1-(5-phenyl-1-[[2-(trimethylsilyl)ethoxy]methyl]imidazol-2-yl)imidazo[1,5-a]pyrazin-6-yl]phenyl]-5-fluoro-2-methoxypyridine-3-sulfonamide